C1(CC1)C1=NC=NC(=C1O)OC 4-cyclopropyl-6-methoxy-pyrimidin-5-ol